5-[3-fluoro-4-[1-(2-methoxyethyl)-5-methyl-pyrazol-4-yl]-2-methyl-phenyl]-1-methyl-N-[3-methyl-4-(piperazine-1-carbonyl)phenyl]imidazole-2-carboxamide hydrochloride Cl.FC=1C(=C(C=CC1C=1C=NN(C1C)CCOC)C1=CN=C(N1C)C(=O)NC1=CC(=C(C=C1)C(=O)N1CCNCC1)C)C